C12CN(CC(CC1)O2)C=2C=CC(=C(C2)S(=O)(=O)NC(=O)C2=NC1=CC=CC(=C1C=C2)N2N=CC=C2)OC N-((5-(8-oxa-3-azabicyclo[3.2.1]octan-3-yl)-2-methoxyphenyl)sulfonyl)-5-(1H-pyrazol-1-yl)quinoline-2-carboxamide